O=C1NC(CCC1N1C(C2=CC=CC(=C2C1=O)NCCOCCOCC=1N=NN(C1)CCCC(=O)O)=O)=O 4-(4-((2-(2-((2-(2,6-dioxopiperidin-3-yl)-1,3-dioxoisoindolin-4-yl)amino)ethoxy)ethoxy)methyl)-1H-1,2,3-triazol-1-yl)butanoic acid